2-(Benzyloxy)-N-(3-(5-(morpholinomethyl)-1H-benzo[d]imidazol-2-yl)-1H-pyrazol-4-yl)pyrimidin-4-amine C(C1=CC=CC=C1)OC1=NC=CC(=N1)NC=1C(=NNC1)C1=NC2=C(N1)C=CC(=C2)CN2CCOCC2